2-[1-[6-Methyl-2-(4-methyl-4-phenyl-1-piperidyl)-4-oxo-chromen-8-yl]ethylamino]benzoic acid CC=1C=C2C(C=C(OC2=C(C1)C(C)NC1=C(C(=O)O)C=CC=C1)N1CCC(CC1)(C1=CC=CC=C1)C)=O